4-amino-N-(1-methyl-1H-pyrazol-4-yl)-N-(4-(trifluoromethyl)benzyl)imidazo[1,5-a]quinoxaline-8-formamide NC=1C=2N(C3=CC(=CC=C3N1)C(=O)N(CC1=CC=C(C=C1)C(F)(F)F)C=1C=NN(C1)C)C=NC2